FC(C1=NN=C(O1)C1=CC2=C(CN([C@H](CO2)C2=CC=CC=C2)C(C(C)(C)C)=O)C=C1)F (S)-1-(8-(5-(difluoromethyl)-1,3,4-oxadiazol-2-yl)-3-phenyl-2,3-dihydrobenzo[f][1,4]oxazepin-4(5H)-yl)-2,2-dimethylpropan-1-one